FC1=CC=C(C=C1)N1N=CN=C1C1=COC=C1 1-(4-fluorophenyl)-5-(furan-3-yl)-1H-1,2,4-triazole